6-(4-Methoxybenzyl)-3-(3-cyanobenzyl)-2,3,4,6-tetrahydropyrido[3,4-c][1,8]naphthyridine-5(1H)-one COC1=CC=C(CN2C(C3=C(C=4C=CC=NC24)CCN(C3)CC3=CC(=CC=C3)C#N)=O)C=C1